O1C[C@H](CC1)CS(=O)(=O)[O-] (S)-tetrahydrofuran-3-ylmethylsulfonate